The molecule is a carboxylic ester resulting from the formal condensation of the carboxy group of hydroxy(diphenyl)acetic acid with the hydroxy group of (3-endo,8-syn)-8-(2-fluoroethyl)-3-hydroxy-8-methyl-8-azoniabicyclo[3.2.1]octane. Its bromide salt is used as a drug for the treatment asthma and chronic obstructive pulmonary disease. It has a role as a muscarinic antagonist, an anti-asthmatic drug and an antispasmodic drug. It is a carboxylic ester, a quaternary ammonium ion, a tertiary alcohol, an azabicycloalkane and an organofluorine compound. C[N+]1([C@@H]2CC[C@H]1CC(C2)OC(=O)C(C3=CC=CC=C3)(C4=CC=CC=C4)O)CCF